C1(=CC=CC=C1)N1C2=CC=CC=C2C=2C=C(C=CC12)C1=C2C=CC=CC2=C(C2=CC=CC=C12)C1=CC=CC2=C1C1=C(O2)C(=CC=C1)C1C=CC=N1 5-(9-(10-(9-phenyl-9h-carbazol-3-yl)anthracen-9-yl)dibenzofuran-4-yl)-5h-pyrrole